methyl (S)-3-methyl-7-((3-methylpiperidin-1-yl)methyl)-1-((2-(trimethylsilyl)ethoxy)methyl)-1H-pyrrolo[3,2-b]pyridine-5-carboxylate CC1=CN(C=2C1=NC(=CC2CN2C[C@H](CCC2)C)C(=O)OC)COCC[Si](C)(C)C